S(=O)(=O)([O-])C1=CC=C(C)C=C1.O1C(=CC=C1)[I+]C1=CC=CC=C1 2-furyl-(phenyl)iodonium tosylate